(R,E)-N-(1-(3,3-difluorocyclobutyl)-3-(methylsulfonyl)allyl)-2-(1,1-difluoroethyl)-4-phenoxypyrimidine-5-carboxamide FC1(CC(C1)[C@H](\C=C\S(=O)(=O)C)NC(=O)C=1C(=NC(=NC1)C(C)(F)F)OC1=CC=CC=C1)F